5-(6-methoxypyrimidin-4-yl)-2-{6-[(3R)-3-{[(1s,3s)-3-fluorocyclobutyl]amino}pyrrolidin-1-yl]pyridazin-3-yl}phenol COC1=CC(=NC=N1)C=1C=CC(=C(C1)O)C=1N=NC(=CC1)N1C[C@@H](CC1)NC1CC(C1)F